3-Chloro-5-methoxypyrazine-2-carbonitrile ClC=1C(=NC=C(N1)OC)C#N